(5S)-1'-[7-(2,3-difluorophenyl)-6-methyl-pyrazolo[1,5-a]pyrazin-4-yl]spiro[5,7-dihydrocyclopenta[b]pyridine-6,4'-piperidine]-5-amine FC1=C(C=CC=C1F)C1=C(N=C(C=2N1N=CC2)N2CCC1(CC2)[C@@H](C=2C(=NC=CC2)C1)N)C